(2R,4R)-4-((4-acetyl-3,5-difluoro-6-((5-methyl-1H-pyrazol-3-yl)-amino)pyridin-2-yl)methyl)-1-(3-chloro-2-fluorobenzyl)-2-methyl-piperidine-4-carboxylic acid C(C)(=O)C1=C(C(=NC(=C1F)NC1=NNC(=C1)C)C[C@@]1(C[C@H](N(CC1)CC1=C(C(=CC=C1)Cl)F)C)C(=O)O)F